(R)-N'-((4-fluoro-2-(2-methoxypyridin-4-yl)-6-methylphenyl)carbamoyl)-6,7-dihydro-5H-pyrazolo[5,1-b][1,3]oxazine-3-sulfonimidamide FC1=CC(=C(C(=C1)C)NC(=O)N=[S@](=O)(N)C=1C=NN2C1OCCC2)C2=CC(=NC=C2)OC